N-[1-(1H-indol-3-ylmethyl)pentyl]amine N1C=C(C2=CC=CC=C12)CC(CCCC)N